C(C1=CC=CC=C1)[C@H]1N(CCN(C1)S(=O)(=O)C)C1=NC=C2C(=N1)N(N=C2C=2C(=C(C(=C(C2)C(F)(F)F)F)O)F)CC (R)-3-(6-(2-Benzyl-4-(methylsulfonyl)piperazin-1-yl)-1-ethyl-1H-pyrazolo[3,4-d]pyrimidin-3-yl)-2,6-difluoro-5-(trifluoromethyl)phenol